(S)-6-(cyclopropylethynyl)-N-(2,5-diaminopentyl)-1H-indole-2-carboxamide hydrogen chloride salt Cl.C1(CC1)C#CC1=CC=C2C=C(NC2=C1)C(=O)NC[C@H](CCCN)N